C(#N)C1=CC(=C(C(=O)OCC([C@H](C[C@H]2C(NCC2)=O)NC([C@@H](NC(=O)C=2NC3=CC=CC(=C3C2)OC)CC(C)C)=O)=O)C(=C1)C)C (3S)-3-({N-[(4-methoxy-1H-indol-2-yl) carbonyl]-L-leucyl}amino)-2-oxo-4-[(3S)-2-oxopyrrolidin-3-yl]butyl 4-cyano-2,6-dimethylbenzoate